6-((2-((tert-butyl(methyl)amino)methyl)-6-fluorobenzyl)amino)-5-chloro-N-(thiazol-4-yl)pyridine-3-sulfonamide formic acid salt C(=O)O.C(C)(C)(C)N(C)CC1=C(CNC2=C(C=C(C=N2)S(=O)(=O)NC=2N=CSC2)Cl)C(=CC=C1)F